COC(C1=CC(=C(C=C1)SCC1=CC=C(C=C1)[N+](=O)[O-])I)=O.IC=1C=C(C(=O)OC)C=CC1S(=O)(=O)CC1=CC=C(C=C1)[N+](=O)[O-] methyl 3-iodo-4-((4-nitrobenzyl)sulfonyl)benzoate Methyl-3-iodo-4-((4-nitrobenzyl)thio)benzoate